ClC=1C=2N(C=CN1)C(=CN2)C=2C(=NN(C2)CC(F)F)C(=O)O 4-(8-chloroimidazo[1,2-a]pyrazin-3-yl)-1-(2,2-difluoroethyl)-1H-pyrazole-3-carboxylic acid